N=1C=CN2C1N=CC(=C2)C2=CNC=1N=C(N=CC12)NC1CC(C1)(C(=O)N(C)C)C (1r,3r)-3-((5-(imidazo[1,2-a]pyrimidin-6-yl)-7H-pyrrolo[2,3-d]pyrimidin-2-yl)amino)-N,N,1-trimethylcyclobutane-1-carboxamide